1-isoamyl-3-(triethoxysilylpropyl)imidazolium chloride [Cl-].C(CC(C)C)N1C=[N+](C=C1)CCC[Si](OCC)(OCC)OCC